N-(4-(4-cyanopyridin-3-yl)-2-(4-(6-((2-(2,6-dioxopiperidin-3-yl)-1,3-dioxoisoindolin-4-yl)amino)hexanoyl)piperazin-1-yl)phenyl)-2-(2-fluoro-6-methoxyphenyl)pyrimidine-4-carboxamide C(#N)C1=C(C=NC=C1)C1=CC(=C(C=C1)NC(=O)C1=NC(=NC=C1)C1=C(C=CC=C1OC)F)N1CCN(CC1)C(CCCCCNC1=C2C(N(C(C2=CC=C1)=O)C1C(NC(CC1)=O)=O)=O)=O